C(C)C1=NC(=CC=C1N1C[C@@H](CC1)[C@@H](C(=O)O)CC)C=1N=NN(C1CN1C(C=CC(=C1)CCC)=O)C (S)-2-((S)-1-(2-ethyl-6-(1-methyl-5-((2-oxo-5-propylpyridin-1(2H)-yl)methyl)-1H-1,2,3-triazol-4-yl)pyridin-3-yl)pyrrolidin-3-yl)butanoic acid